1-(7-hydroxy-8-methoxy-2,3-dihydrobenzo[b][1,4]dioxin-6-yl)ethanone OC=1C(=CC2=C(OCCO2)C1OC)C(C)=O